ClC1=C(C=CC=C1)C(C)N(C(O)=O)C=1C(=NOC1C1=CC=C(C=C1)NC(=O)[C@@H]1C(C1C1=NN=NN1)(F)F)C.C(C)(C)(C)C=1C(=NC=C(C1)Br)F tert-butyl-2-fluoro-5-bromopyridine (R)-1-(2-chlorophenyl)ethyl-(5-(4-(2,2-difluoro-3-(1H-tetrazol-5-yl)cyclopropane-1-carboxamido)phenyl)-3-meth-ylisoxazol-4-yl)carbamate